C(C)(C)(C)OC(CC[C@@H](C(=O)N)N1C(C2=CC=C(C=C2C1)C(N[C@@H](C(F)(F)F)C1=NC=C(C=C1F)Cl)=O)=O)=O (S)-5-amino-4-(5-(((R)-1-(5-chloro-3-fluoropyridin-2-yl)-2,2,2-trifluoroethyl)carbamoyl)-1-oxoisoindolin-2-yl)-5-oxopentanoic acid tert-butyl ester